FC(CC=1C=C2C(=NC=NC2=CC1)NCC=1N=NN(C1)CC1CCC(CC1)NS(=O)(=O)CC)(F)F N-((1R,4R)-4-((4-(((6-(2,2,2-trifluoroethyl)quinazolin-4-yl)amino)methyl)-1H-1,2,3-triazol-1-yl)methyl)cyclohexyl)ethanesulfonamide